11-(pyrrolidin-1-yl)undecanamide N1(CCCC1)CCCCCCCCCCC(=O)N